OCC1=CC=C(C=N1)C=1C(=C(C(=O)OC)C=CC1)OC methyl 3-(6-(hydroxymethyl)pyridin-3-yl)-2-methoxybenzoate